tert-butyl (3-{4-[2-(trifluoromethoxy)ethoxy]-1H-pyrazol-1-yl}bicyclo[1.1.1]pentan-1-yl)carbamate FC(OCCOC=1C=NN(C1)C12CC(C1)(C2)NC(OC(C)(C)C)=O)(F)F